[Br-].C(CCCCC)[N+]1=CC=C(C=C1)\C=N\N(C1=CC=CC=C1)CCCN1C(C2=CC=CC=C2C1=O)=O 2-[3-(N-[(E)-(1-hexylpyridin-1-ium-4-yl)methylene-amino]anilino)propyl]isoindoline-1,3-dione bromide